1,2,3,6-tetrahydropyridin-1-ium chloride [Cl-].[NH2+]1CCC=CC1